(S)-1-(4-fluorophenyl)-1-(2-(piperazin-1-yl)pyrimidin-5-yl)ethan-1-amine hydrochloride Cl.FC1=CC=C(C=C1)[C@](C)(N)C=1C=NC(=NC1)N1CCNCC1